(3-amino-8-azabicyclo[3.2.1]octan-8-yl)(5-(5-fluoro-3-methylbenzo[d]isoxazol-6-yl)-4-(pyridin-2-yl)thiophen-2-yl)methanone NC1CC2CCC(C1)N2C(=O)C=2SC(=C(C2)C2=NC=CC=C2)C2=CC1=C(C(=NO1)C)C=C2F